ClC1=NC=2N(C(=C1)NC1=NC=C(C(=C1)[N+](=O)[O-])OC)N=CC2 5-chloro-N-(5-methoxy-4-nitropyridin-2-yl)pyrazolo[1,5-a]pyrimidin-7-amine